N1=C2C(=CC(=C1)S(=O)(=O)N1CCC3(C[C@H](CO3)NC[C@@H](COC=3C=C(C=CC3)S(=O)(=O)NC)O)CC1)COCC2 3-((S)-3-((R)-8-(7,8-dihydro-5H-pyrano[4,3-b]pyridin-3-ylsulfonyl)-1-oxa-8-azaspiro[4.5]dec-3-ylamino)-2-hydroxypropoxyl)-N-methylbenzenesulfonamide